O[C@H](CC)C1=CC(=C(C=N1)C=1C=2N(C3=C(C1)N=C(S3)NC(=O)C3CC3)C=CN2)C (R)-N-(5-(6-(1-hydroxypropyl)-4-methylpyridin-3-yl)imidazo[1,2-a]thiazolo[4,5-e]pyridin-2-yl)cyclopropanecarboxamide